C(C)(C)(C)OC(=O)NCCC1=CC=2NC(=CC2S1)C(=O)[O-] 2-(((tert-butoxycarbonyl) amino) ethyl)-4H-thieno[3,2-b]pyrrole-5-carboxylate